2-[1-[2-(2-methoxyphenyl)ethyl]-5-methyl-6-(1,3-oxazol-2-yl)-2,4-dioxo-1H,2H,3H,4H-thieno[2,3-d]pyrimidin-3-yl]-2-methylpropanoic acid COC1=C(C=CC=C1)CCN1C(N(C(C2=C1SC(=C2C)C=2OC=CN2)=O)C(C(=O)O)(C)C)=O